p-Tolyl [methyl 5-acetamido-4,7,8,9-tetra-O-acetyl-3,5-dideoxy-3-fluoro-D-erythro-α-L-manno-non-2-ulopyranosonate] C[C@@]1([C@](C(=O)OC2=CC=C(C=C2)C)(O)O[C@H]([C@@H]([C@H]1OC(C)=O)NC(C)=O)[C@H](OC(C)=O)[C@H](OC(C)=O)COC(C)=O)F